C(CCCCCCC\C=C/C\C=C/CCCCC)(=O)OCC(COC(CCC(OCCCCCCCC)OCCCCCCCC)=O)COCCN(CC)CC 3-((4,4-bis(octyloxy)butanoyl)oxy)-2-((2-(diethylamino)ethoxy)methyl)propyl (9Z,12Z)-octadeca-9,12-dienoate